5-methoxy-2-methyl-N1-(2-(trifluoromethoxy)phenyl)benzene-1,3-diamine COC=1C=C(C(=C(C1)NC1=C(C=CC=C1)OC(F)(F)F)C)N